(6S,9S)-1-amino-6-((4-(hydroxymethyl)phenyl)carbamoyl)-9-isopropyl-1,8,11-trioxo-13,16,19-trioxa-2,7,10-triazaeicosane NC(NCCC[C@H](NC([C@@H](NC(COCCOCCOC)=O)C(C)C)=O)C(NC1=CC=C(C=C1)CO)=O)=O